(R)-8-acetyl-5,7-dihydroxy-3,4a,6-trimethyl-1-(6-methylpyridazin-3-yl)-1,4a-dihydro-4H-benzofuro[3,2-f]indazol-4-one C(C)(=O)C1=C(C(=C(C2=C1OC=1[C@@]2(C(C=2C(=NN(C2C1)C=1N=NC(=CC1)C)C)=O)C)O)C)O